ClC=1C=C(C(=O)NCC2CC2)C=C(C1)S(=O)(=O)C1=CC=C(C=C1)F 3-chloro-N-(cyclopropylmethyl)-5-(4-fluorophenyl)sulfonyl-benzamide